C(C)(C)(C)OC(=O)N1CCN(CC1)C1=C(C(=C(C(=O)O)C=C1)C=O)OC 4-(4-(t-Butoxycarbonyl)piperazin-1-yl)-2-formyl-3-methoxybenzoic acid